C(#N)C=1C=C2CCCN(C2=C(C1)C1=C2C(=NC=C1)C=C(S2)CO)[C@@H]2CN(CC2)C(=O)OC(C)(C)C (S)-tert-butyl 3-(6-cyano-8-(2-(hydroxymethyl)thieno[3,2-b]pyridin-7-yl)-3,4-dihydroquinolin-1(2H)-yl)pyrrolidine-1-carboxylate